N1=CC(=CC=C1)C1=C(C(=O)N)C=CC=C1 pyridin-3-yl-benzamide